tert-butyl 4-(6-(chlorocarbonyl)-5-hydroxybenzo[d]thiazol-2-yl)piperazine-1-carboxylate ClC(=O)C1=CC2=C(N=C(S2)N2CCN(CC2)C(=O)OC(C)(C)C)C=C1O